[5-[2-[(dimethylamino)methyl]pyrimidin-5-yl]-3-methoxy-pyrazin-2-yl]-5-methyl-3-phenyl-isoxazole-4-carboxamide CN(C)CC1=NC=C(C=N1)C=1N=C(C(=NC1)NC(=O)C=1C(=NOC1C)C1=CC=CC=C1)OC